CN1N=C(C=C1C(=O)OCC)C1=NC=CC=C1 Ethyl 1-methyl-3-(pyridin-2-yl)-1H-pyrazole-5-carboxylate